C1(CCC(N1OC(CCCCC)=O)=O)=O caproic acid succinimidyl ester